2-(6-chloro-5-(1,3-dioxolan-2-yl)-2-methylpyrimidin-4-yl)malonic acid dimethyl ester COC(C(C(=O)OC)C1=NC(=NC(=C1C1OCCO1)Cl)C)=O